4-[(7R)-7-{[(tert-butoxy)carbonyl]amino}-5-azaspiro[2.4]heptan-5-yl]butanoic acid C(C)(C)(C)OC(=O)N[C@H]1CN(CC12CC2)CCCC(=O)O